N-(2-hydroxybenzyl)-1-[2,5-dimethoxy-4-(propylthio)phenyl]-2-aminoethane OC1=C(CNCCC2=C(C=C(C(=C2)OC)SCCC)OC)C=CC=C1